OC=1C(=NC=C(C1)C1=CC(=NO1)C1CC1)C(=O)NCC(=O)O 3-Hydroxy-5-(3-cyclopropylisoxazol-5-yl)picolinoyl-glycine